CN1N=CC2=C(C=CC(=C12)/C(=C/C(=O)N1CCOCC1)/C)NC1=NC=C(C(=N1)NC)C(F)(F)F (E)-3-(1-methyl-4-((4-(methylamino)-5-(trifluoromethyl)pyrimidin-2-yl)amino)-1H-indazol-7-yl)-1-morpholinobut-2-en-1-one